2,2-difluoro-4-(4-fluorophenyl)-4-butylthiocyanate FC(C)(CC(C1=CC=C(C=C1)F)SC#N)F